NC1=C(C(N(C(=N1)N1CCC2([C@@H]([C@@H](OC2)C)N)CC1)C)=O)SC1=C(C2=CN(N=C2C=C1)C)Cl 6-amino-2-((3S,4S)-4-amino-3-methyl-2-oxa-8-azaspiro[4.5]decan-8-yl)-5-((4-chloro-2-methyl-2H-indazole-5-yl)thio)-3-methyl-pyrimidin-4(3H)-one